methyl 5-cyclopropyl-6-(1-methylbenzimidazol-4-yl)-3-[[3-methyl-1-(4-piperidyl)pyrazol-4-yl]amino]pyrazine-2-carboxylate hydrochloride Cl.C1(CC1)C=1N=C(C(=NC1C1=CC=CC=2N(C=NC21)C)C(=O)OC)NC=2C(=NN(C2)C2CCNCC2)C